2,3-dihydroxymethyl-2,3-dinitro-1,4-butanediol tetraoleate C(CCCCCCC\C=C/CCCCCCCC)(=O)O.C(CCCCCCC\C=C/CCCCCCCC)(=O)O.C(CCCCCCC\C=C/CCCCCCCC)(=O)O.C(CCCCCCC\C=C/CCCCCCCC)(=O)O.OCC(CO)(C(CO)([N+](=O)[O-])CO)[N+](=O)[O-]